OC1=CC=C2C=CC(=NC2=C1)C(=O)NC 7-hydroxy-N-methylquinoline-2-carboxamide